(2s,4r)-4-fluoro-2-(((6-fluoro-5-(1-methylcyclopropyl)pyridin-2-yl)(phenyl)methyl)carbamoyl)pyrrolidine-1-carboxylic acid tert-butyl ester C(C)(C)(C)OC(=O)N1[C@@H](C[C@H](C1)F)C(NC(C1=CC=CC=C1)C1=NC(=C(C=C1)C1(CC1)C)F)=O